2-Ethyl-N4-(1-phenylethyl)quinazoline-2,4-diamine C(C)C1(NC2=CC=CC=C2C(=N1)NC(C)C1=CC=CC=C1)N